COC1=C(CSC2=NN=C3N2C(=CC(N3)=O)CCC)C=CC=C1 3-[(2-methoxybenzyl)sulfanyl]-5-propyl[1,2,4]triazolo[4,3-a]pyrimidin-7(8H)-one